fluoro-5-(5-(4-fluorophenyl)-3,4-dihydroquinolin-1(2H)-yl)-[1,2,4]triazolo[4,3-a]quinazolin-8-amine FC1=NN=C2N1C1=CC(=CC=C1C(=N2)N2CCCC1=C(C=CC=C21)C2=CC=C(C=C2)F)N